glyceraldehyde 3-phosphate P(=O)(O)(O)OCC(C=O)O